COC1=CC2=C(OCCC(N2)=O)C=C1OC (S)-(7,8-Dimethoxy-4-oxo-2,3,4,5-tetrahydrobenzo[b][1,4]oxazepine)